(E)-1-(6-(2,6-dimethylphenoxy)-6-oxohexyl)-3,3-dimethylindolin CC1=C(OC(CCCCCN2CC(C3=CC=CC=C23)(C)C)=O)C(=CC=C1)C